C1(=CC=CC=C1)[S+](C1=CC=C(C=C1)SC1=CC=CC=C1)C1=CC=CC=C1 diphenyl(4-phenylthiophenyl)sulfonium